CN(C)[Hf](C1(C=CC=C1)C)(N(C)C)N(C)C tris(dimethylamino)(methylcyclopentadienyl)hafnium